(cis)-3-[5-(5,5-dimethyl-1,3,2-dioxaborinan-2-yl)-7-fluoro-2-methyl-1H-1,3-benzimidazol-1-yl]-1-methylcyclobutanol CC1(COB(OC1)C1=CC2=C(N(C(=N2)C)C2CC(C2)(O)C)C(=C1)F)C